8-(3,6-dichloropyridazin-4-yl)-3-oxa-8-azabicyclo[3.2.1]octane ClC=1N=NC(=CC1N1C2COCC1CC2)Cl